N-(5-(3-(2-aminopyrimidin-5-yl)-1H-indazol-6-yl)-4-methylthiazol-2-yl)-2-(4-methylpiperazin-1-yl)acetamide NC1=NC=C(C=N1)C1=NNC2=CC(=CC=C12)C1=C(N=C(S1)NC(CN1CCN(CC1)C)=O)C